Cl.O1N[C@@H](CC1)C=1C=C(OC1)C#N 4-[(3S)-Isoxazolidin-3-yl]furan-2-carbonitrile HCl salt